(2-chloro-4-(trifluoromethyl)phenyl)(methyl)((2-methyl-7-(5-(trifluoromethyl)-1,2,4-oxadiazol-3-yl)imidazo[1,2-a]pyridin-3-yl)imino)-λ6-sulfanone ClC1=C(C=CC(=C1)C(F)(F)F)S(=O)(=NC1=C(N=C2N1C=CC(=C2)C2=NOC(=N2)C(F)(F)F)C)C